tert-butyl (cyclobutylmethyl)((3R)-1-(6-(1-oxo-1-((4-oxo-4H-pyrido[1,2-a]pyrimidin-2-yl)amino)propan-2-yl)pyridin-3-yl)piperidin-3-yl)carbamate C1(CCC1)CN(C(OC(C)(C)C)=O)[C@H]1CN(CCC1)C=1C=NC(=CC1)C(C(NC=1N=C2N(C(C1)=O)C=CC=C2)=O)C